Cl.N[C@H]1C[C@H](CCC1)O |r| (±)-cis-3-aminocyclohexanol hydrochloride